ClC1=CC=C(C=C1)C1=CC(=NC(=N1)C=1C=NC=CC1)N1C[C@H]([C@H](CC1)O)F (3R,4S)-1-(6-(4-chlorophenyl)-2-(pyridin-3-yl)pyrimidin-4-yl)-3-fluoropiperidin-4-ol